8-(difluoromethoxy)-6-[4-methoxy-6-[1-(2-methoxyethyl)pyrazol-4-yl]-2-methyl-indazol-3-yl]-4-methyl-3,4-dihydro-2H-isoquinolin-1-one FC(OC=1C=C(C=C2C(CNC(C12)=O)C)C=1N(N=C2C=C(C=C(C12)OC)C=1C=NN(C1)CCOC)C)F